N-((4-(1H-pyrazol-4-yl)-1-(4-(trifluoromethoxy)phenyl)-1H-pyrazolo[3,4-b]pyridin-3-yl)methyl)acrylamide N1N=CC(=C1)C1=C2C(=NC=C1)N(N=C2CNC(C=C)=O)C2=CC=C(C=C2)OC(F)(F)F